2-chloro-3-fluoro-1-(1-methylcyclobutoxy)-4-nitro-benzene ClC1=C(C=CC(=C1F)[N+](=O)[O-])OC1(CCC1)C